(R)-N-(5-(3-(difluoromethyl)-1,2,4-oxadiazol-5-yl)-2,3-dihydro-1H-inden-1-yl)-1,3-dimethyl-1H-pyrazole-4-carboxamide FC(C1=NOC(=N1)C=1C=C2CC[C@H](C2=CC1)NC(=O)C=1C(=NN(C1)C)C)F